C(C)(C)(C)N=C=NCCCCN=C=NC(C)(C)C tetramethylenebis(t-butylcarbodiimide)